acetyl 3-[4-(2-acetoxythiazol-4-yl)-1H-1,2,3-triazol-1-yl]-4,6-di-O-acetyl-2,3-dideoxy-D-galactopyranoside C(C)(=O)OC=1SC=C(N1)C=1N=NN(C1)[C@@H]1CC(OC(C)=O)O[C@@H]([C@@H]1OC(C)=O)COC(C)=O